Chlorodibromopyrone ClC=1C(=C(C(OC1)=O)Br)Br